The molecule is a sulfonamide incorporating a guanidine moiety used to block the synthesis of folic acid; mostly used in veterinary medicine It has a role as an antiinfective agent. C1=CC(=CC=C1N)S(=O)(=O)N=C(N)N